FC=1C=NC2=CC(=C(C=C2C1OC1=C(C=C(C=C1)[N+](=O)[O-])F)OC)OCCOC 3-fluoro-4-(2-fluoro-4-nitro-phenoxy)-6-methoxy-7-(2-methoxyethoxy)quinoline